C(CCC)(=O)OC=1C=C2C(=CNC2=CC1)CCN1CCCC1 3-(2-(pyrrolidin-1-yl) ethyl)-1H-indol-5-yl butyrate